C(C)(C)SCC(=O)O (ISOPROPYLTHIO)ACETIC ACID